(((3-cyclopropyl-1-methyl-1H-pyrazol-5-yl)sulfonyl)methyl)piperidine-1-carboxylic acid tert-butyl ester C(C)(C)(C)OC(=O)N1C(CCCC1)CS(=O)(=O)C1=CC(=NN1C)C1CC1